ethyl 2-(6-hydroxypyridin-3-yl)acetate OC1=CC=C(C=N1)CC(=O)OCC